BrC1=CC=CC=2N(C(N(C21)C)=O)C2C(N(C(CC2)=O)CC2=CC=C(C=C2)OC)=O 3-(4-bromo-3-methyl-2-oxo-benzimidazol-1-yl)-1-[(4-methoxyphenyl)methyl]piperidine-2,6-dione